5-dimethylaminosalicylaldehyde CN(C1=CC=C(C(C=O)=C1)O)C